C(C)(C)(C)OC(NC(COCC(=O)C1=CC=C(C=C1)F)(C)C)=O N-[2-[2-(4-fluorophenyl)-2-oxoethoxy]-1,1-dimethylethyl]carbamic acid tert-butyl ester